4-(difluoromethyl)-N-[4-fluoro-5-[1-(2-morpholin-4-ylethyl)pyrazol-4-yl]-2-[(3R,5S)-3,4,5-trimethylpiperazin-1-yl]phenyl]-1-methyl-6-oxopyridine-3-carboxamide FC(C=1C(=CN(C(C1)=O)C)C(=O)NC1=C(C=C(C(=C1)C=1C=NN(C1)CCN1CCOCC1)F)N1C[C@H](N([C@H](C1)C)C)C)F